CN1C(C(=C(C2=CC=CC=C12)N1CCC(CC1)C=1OC(=NN1)C1=C(C=CC=C1)C)C#N)=O 1-methyl-4-{4-[5-(2-methylphenyl)-1,3,4-oxadiazol-2-yl]piperidin-1-yl}-2-oxo-1,2-dihydroquinoline-3-carbonitrile